COC1=C(CN2CC3N(CCNC3)C(C2)=O)C=CC(=C1)OC 8-(2,4-dimethoxybenzyl)-6-oxooctahydro-2H-pyrazino[1,2-a]pyrazin